BrC=1C(=C2C(=NC1)OCCO2)C(=O)O 7-bromo-2,3-dihydro-[1,4]dioxino[2,3-b]pyridine-8-carboxylic acid